N'-((1,2,3,5,6,7-hexahydro-s-indacen-4-yl)carbamoyl)-6-(methoxymethyl)-6,7-dihydro-5H-pyrazolo[5,1-b][1,3]oxazine-3-sulfonimidamide C1CCC2=C(C=3CCCC3C=C12)NC(=O)N=S(=O)(N)C=1C=NN2C1OCC(C2)COC